(Z)-1-cyano-N-(2,5,8,11,14,17-hexaoxanonadec-19-yl)-2-(6-(piperidin-1-yl)naphthalen-2-yl)prop-1-en-1-sulfonamide C(#N)/C(=C(\C)/C1=CC2=CC=C(C=C2C=C1)N1CCCCC1)/S(=O)(=O)NCCOCCOCCOCCOCCOCCOC